N-[(2-bromo-4-cyano-phenyl)methyl]-N-t-butoxycarbonyl-carbamic acid tert-butyl ester C(C)(C)(C)OC(N(C(=O)OC(C)(C)C)CC1=C(C=C(C=C1)C#N)Br)=O